(12AR)-9-(2-chloro-6-hydroxyphenyl)-10-methyl-8-[(trimethylsilyl)ethynyl]-3,4,12,12a-tetrahydro-6H-pyrazino[2,1-c][1,4]benzoxazepine-2(1H)-carboxylic acid tert-butyl ester C(C)(C)(C)OC(=O)N1C[C@@H]2COC3=C(CN2CC1)C=C(C(=C3C)C3=C(C=CC=C3O)Cl)C#C[Si](C)(C)C